NC=1C=C(C=C2C=C(N=CC12)NC(=O)[C@H]1[C@@H](C1)C#N)C=1C(=NNC1)C(F)(F)F |r| (±)-trans-N-(8-amino-6-(3-(trifluoromethyl)-1H-pyrazol-4-yl)isoquinolin-3-yl)-2-cyanocyclopropane-1-carboxamide